5-chloro-3-[4-fluoro-6-(3-piperidyl)-2-pyridyl]pyrazolol ClC1=CC(N=N1)(O)C1=NC(=CC(=C1)F)C1CNCCC1